3-(4-methoxyphenyl)indole tert-butyl-N-[4-[2-[4-[4-(2,6-dioxo-3-piperidyl)phenyl]piperazin-1-yl]ethyl]phenyl]carbamate C(C)(C)(C)OC(NC1=CC=C(C=C1)CCN1CCN(CC1)C1=CC=C(C=C1)C1C(NC(CC1)=O)=O)=O.COC1=CC=C(C=C1)C1=CNC2=CC=CC=C12